C1(CC1)NC(=O)C=1C=CC(=C(C1)C1=CC=C(C=C1)C(=O)C1=CC=C(OCCN(C(O)=O)C2=CC=C(C=C2)C#CCN)C=C1)C.OC1=C(C(=O)NC2CCNCC2)C=CC=C1 2-hydroxy-N-(piperidin-4-yl)benzamide 2-(4-(5'-(cyclopropylcarbamoyl)-2'-methyl-[1,1'-biphenyl]-4-carbonyl)phenoxy)ethyl-(4-(3-aminoprop-1-yn-1-yl)phenyl)carbamate